N-benzyl-2-(4-bromo-8-carbonyl-5,6,7,8-tetrahydroisoquinolin-7-yl)acetamide C(C1=CC=CC=C1)NC(CC1CCC=2C(=CN=CC2C1=C=O)Br)=O